ClC=1C=NC(=NC1)N1CCC(CC1)CCCOC1=CC(=C(C=C1)CC(=O)N1CC(C1)C(=O)O)F [2-[4-[3-[1-(5-chloropyrimidin-2-yl)-4-piperidinyl]propoxy]-2-fluoro-phenyl]acetyl]azetidine-3-carboxylic acid